C(C)(C)(C)OC1=NC(=CC(=C1)C1=CC(=NC=C1C)NC(OC)=O)N1[C@H](CCCC1)C(F)(F)F methyl (R)-(2'-(tert-butoxy)-5-methyl-6'-(2-(trifluoromethyl)piperidin-1-yl)-[4,4'-bipyridin]-2-yl)carbamate